COC=1C(=CC(=NC1)C)C1=C(C=NC(=C1)C)C(=O)NC=1SC=2C(=NC=CN2)N1 5'-methoxy-2',6-dimethyl-N-(thiazolo[4,5-b]pyrazin-2-yl)-[4,4'-bipyridine]-3-carboxamide